2,6-bis[(2S,4S)-4-methyl-5,5-diphenyloxazolidin-2-yl]pyridine C[C@@H]1N[C@@H](OC1(C1=CC=CC=C1)C1=CC=CC=C1)C1=NC(=CC=C1)[C@@H]1OC([C@@H](N1)C)(C1=CC=CC=C1)C1=CC=CC=C1